P(=O)(O)(O)OC=1C(=NC=C(C1CO)CO)C O-phosphono-pyridoxine